C(C)(=O)C1=CC2=C(N(C(C(N2C)=O)=O)C2CCNCC2)N=C1 7-acetyl-1-methyl-4-(piperidin-4-yl)-1,4-dihydropyrido[2,3-b]pyrazine-2,3-dione